C1=CC=CC=2C3=CC=CC=C3C(C12)COC(=O)N([C@H](C(=O)O)CC1=CC(=CC=C1)OC(F)(F)F)C (2S)-2-[9H-fluoren-9-ylmethoxycarbonyl(methyl)amino]-3-[3-(trifluoromethoxy)phenyl]propanoic acid